COC=1C=C2C(=NC(=NC2=CC1)C(F)(F)F)S 6-methoxy-2-(trifluoromethyl)quinazoline-4-thiol